ethyl 1-(2,4-dichlorophenyl)-5-methylpyrazole-3-carboxylate ClC1=C(C=CC(=C1)Cl)N1N=C(C=C1C)C(=O)OCC